26-oxa-16λ6-thia-11,13,14,17,22,28,34-heptazaheptacyclo-[25.3.1.112,15.117,19.119,22.02,10.05,9]tetratriaconta-1(30),2,4,9,12,14,27(31),28-octaene 16,16-dioxide C=12C3=CC=C4CCCC4=C3NC3=NN=C(S(N4CC5(CCN(CCCOC(N=CC1)=C2)C5)C4)(=O)=O)N3